(4,5-difluoro-2-(methoxycarbonyl)benzyl)triphenylphosphonium bromide [Br-].FC1=CC(=C(C[P+](C2=CC=CC=C2)(C2=CC=CC=C2)C2=CC=CC=C2)C=C1F)C(=O)OC